(S)-3-(5-(4-((1-(4-((1R,2R)-2-cyclopropyl-6-hydroxy-1,2,3,4-tetrahydronaphthalene-1-yl)-2-fluorophenyl)piperidin-4-yl)methyl)piperazin-1-yl)-1-oxoisoindolin-2-yl)piperidine-2,6-dione C1(CC1)[C@@H]1[C@@H](C2=CC=C(C=C2CC1)O)C1=CC(=C(C=C1)N1CCC(CC1)CN1CCN(CC1)C=1C=C2CN(C(C2=CC1)=O)[C@@H]1C(NC(CC1)=O)=O)F